2-cyclohexylmethyl-N4-(2-(4-methylpiperazin-1-yl)ethyl)-N6-pyridin-4-yl-1,3,5-triazine-2,4,6-triamine C1(CCCCC1)CC1(NC(=NC(=N1)NCCN1CCN(CC1)C)NC1=CC=NC=C1)N